C(C)(C)(C)OC(=O)NCC1=CC(=C(C(=O)O)C=C1F)CO 4-(((tert-butoxycarbonyl)amino)methyl)-5-fluoro-2-(hydroxymethyl)benzoic acid